F[C@H]1CN(CC[C@H]1NC1=C2C=C(N(C2=CC=C1)CC(F)(F)F)C1=NOC(=N1)C(=O)NCC=1C=NN(C1)C)C 3-(4-{[(3S,4R)-3-fluoro-1-methylpiperidin-4-yl]amino}-1-(2,2,2-trifluoroethyl)-1H-indol-2-yl)-N-[(1-methyl-1H-pyrazol-4-yl)methyl]-1,2,4-oxadiazole-5-carboxamide